ethyl 2-methyl-2-(2-methyl-4-(((5-(p-tolyl)-1,3,4-thiadiazol-2-yl)methyl)thio)phenoxy)propanoate CC(C(=O)OCC)(C)OC1=C(C=C(C=C1)SCC=1SC(=NN1)C1=CC=C(C=C1)C)C